4-amino-3-chlorobenzene boronate B(O)O.NC1=C(C=CC=C1)Cl